5-(3-fluorophenyl)-6-methyl-thiazolo[4,5-b]pyridine FC=1C=C(C=CC1)C1=C(C=C2C(=N1)N=CS2)C